C(CCC)C1=NC=2C(=C(N=NC2N)C2=CNC=C2)N1CC1=CC=C(C=C1)OC 2-butyl-1-(4-methoxybenzyl)-7-(1H-pyrrol-3-yl)-1H-imidazo[4,5-d]pyridazin-4-amine